2-chloro-7,7-dimethyl-6-((2-(trimethylsilyl)ethoxy)methyl)-6,7-dihydro-5H-pyrrolo[3,4-b]pyridin-5-one ClC1=CC=C2C(=N1)C(N(C2=O)COCC[Si](C)(C)C)(C)C